N-(3,5-Dimethoxyphenyl)-N-[(3-methyloxetan-3-yl)methyl]-3-(1-methylpyrazol-4-yl)quinoxalin-6-amine COC=1C=C(C=C(C1)OC)N(C=1C=C2N=C(C=NC2=CC1)C=1C=NN(C1)C)CC1(COC1)C